1-(4-(1H-pyrazol-1-yl)phenyl)cyclohexane-1,4-diamine N1(N=CC=C1)C1=CC=C(C=C1)C1(CCC(CC1)N)N